N-[(1S)-1-(dicyclopropylmethyl)-2-[[1-(1-methylprop-2-ynyl)pyrazol-4-yl]amino]-2-oxo-ethyl]-2-isopropyl-pyrazole-3-carboxamide C1(CC1)C([C@@H](C(=O)NC=1C=NN(C1)C(C#C)C)NC(=O)C=1N(N=CC1)C(C)C)C1CC1